C(C)(C)(C)OC(=O)N1CC(CC1)NC1=NC(=NC(=C1)C(=O)N1CCOCC1)Cl.CN(C1=CC=C(C=C1)\C=C\C(=O)C1=C(C=C(C(=C1)CNCC1=CC=CC=C1)OC)O)C 4-dimethylamino-2'-hydroxy-4'-methoxy-5'-benzylaminomethyl-chalcone Tert-Butyl-3-((2-chloro-6-(morpholin-4-carbonyl)pyrimidin-4-yl)amino)pyrrolidine-1-carboxylate